N[C@H](C(=O)NC1(CC1)C#N)CC=1OC2=C(N1)C=CC(=C2)C(F)(F)F (S)-2-amino-N-(1-cyanocyclopropyl)-3-(6-(trifluoromethyl)benzo[d]oxazol-2-yl)propanamide